octachlorocyclotetraphosphazene ClP1(=NP(=NP(=NP(=N1)(Cl)Cl)(Cl)Cl)(Cl)Cl)Cl